C(=C)C1=NC(=C2NC=NC2=N1)N ethenyl-adenine